1-(anthraquinone-2-yl)-ethyl N,N-dicyclohexylcarbamate C1(CCCCC1)N(C(OC(C)C1=CC=2C(C3=CC=CC=C3C(C2C=C1)=O)=O)=O)C1CCCCC1